C(C)(CC)C=1N=C2N(C(C1C([2H])([2H])[2H])=O)C1=C(N2)C=CC=C1 2-(sec-butyl)-3-(methyl-d3)benzo[4,5]imidazo[1,2-a]pyrimidin-4(10H)-one